N1CC=CC2=CC=CC=C12 1H-quinoline